(2-(furan-2-yl)quinolin-4-yl)propane-1,3-diamine O1C(=CC=C1)C1=NC2=CC=CC=C2C(=C1)C(CCN)N